OC(CCC)C1=CC(=C(C=N1)C=1C(N(C2=CC(=NC=C2C1)NC(=O)C1CC1)CCO)=O)C N-(3-(6-(1-hydroxybutyl)-4-methylpyridin-3-yl)-1-(2-hydroxyethyl)-2-oxo-1,2-dihydro-1,6-naphthyridin-7-yl)cyclopropanecarboxamide